6-(cyclopropanecarboxamido)-4-((6-(2-(methoxymethyl)azetidin-1-yl)-[1,2,4]triazolo[1,5-a]pyridin-2-yl)amino)-N-methylpyridazine-3-carboxamide C1(CC1)C(=O)NC1=CC(=C(N=N1)C(=O)NC)NC1=NN2C(C=CC(=C2)N2C(CC2)COC)=N1